2-amino-2-methyl-1-(4-(2-oxo-2-(pyrrolidin-1-yl)ethyl)piperazin-1-yl)propan-1-one tert-butyl-(2-(4-benzylpiperazin-1-yl)ethyl)carbamate C(C)(C)(C)N(C(O)=O)CCN1CCN(CC1)CC1=CC=CC=C1.NC(C(=O)N1CCN(CC1)CC(N1CCCC1)=O)(C)C